C1(CC1)NC1(CCC1)CNC(C1=CC=C(C=C1)C#CC1=CC=NC=C1)=O N-((1-(cyclopropylamino)cyclobutyl)methyl)-4-(pyridin-4-ylethynyl)benzamide